N1N=CC=C1C1=CC=CC(=N1)NC1=C(C=C(C=C1)N1CCN(CC1)CC(=O)O)OC 2-(4-(4-(6-(1H-pyrazol-5-yl)pyridin-ylamino)-3-methoxyphenyl)piperazin-1-yl)acetic acid